ClC1=CC=C(C=C1)[C@@]1(N(C(C2=CC(=CC=C12)C(C)(C)O)=O)CC1=CC=C(C=C1)Cl)OCC(=O)N(C)C 2-([(1R)-1-(4-Chlorophenyl)-2-[(4-chlorophenyl)methyl]-5-(2-hydroxypropan-2-yl)-3-oxo-2,3-dihydro-1H-isoindol-1-yl]oxy)-N,N-dimethylacetamide